4-(3-(3-(benzyloxy)propoxy)pyridin-2-yl)morpholine C(C1=CC=CC=C1)OCCCOC=1C(=NC=CC1)N1CCOCC1